O=C(CCCC(=O)O[C@@H](COP(=O)(O)OCC[N+](C)(C)C)COC(CCCCCCCCCCCCCCC)=O)\C=C\C=O 2-[[(2R)-2-[(E)-5,8-dioxooct-6-enoyl]oxy-3-hexadecanoyloxypropoxy]-hydroxyphosphoryl]oxyethyl-trimethylazanium